1-(3-(3-(4-(trifluoromethyl)phenyl)-1H-pyrazolo[3,4-b]pyrazin-1-yl)pyrrolidin-1-yl)prop-2-en-1-one FC(C1=CC=C(C=C1)C1=NN(C2=NC=CN=C21)C2CN(CC2)C(C=C)=O)(F)F